N[C@@H]([C@@H](C)CC)C(=O)O trans-Isoleucine